3-(6-fluoro-2-methyl-1,2,3,4-tetrahydroisoquinolin-7-yl)-5-(2-fluoro-6-methylphenyl)-1H-pyrazolo[4,3-c]pyridazin-6(5H)-one FC=1C=C2CCN(CC2=CC1C1=NNC=2C1=NN(C(C2)=O)C2=C(C=CC=C2C)F)C